N-{1-Cyclooctyl-2-oxo-2-[(2-oxospiro[1H-indole-3,4'-oxane]-6-yl)amino]ethyl}-1-methyl-tetrazole-5-carboxamide C1(CCCCCCC1)C(C(NC1=CC=C2C(=C1)NC(C21CCOCC1)=O)=O)NC(=O)C1=NN=NN1C